C(#N)C1=CC(=C(OC=2N=NC(=C(C2C(=O)OC)C)C(F)(F)F)C=C1)C methyl 3-(4-cyano-2-methyl-phenoxy)-5-methyl-6-(trifluoromethyl)pyridazine-4-carboxylate